Trans-9-(2-phenylcyclobutyl)phenanthrene C1(=CC=CC=C1)[C@H]1[C@@H](CC1)C=1C2=CC=CC=C2C=2C=CC=CC2C1